5-((4-bromo-6-fluoro-1-(triisopropylsilyl)-1H-indol-5-yl)(hydroxy)methyl)-2-fluorobenzonitrile BrC1=C2C=CN(C2=CC(=C1C(C=1C=CC(=C(C#N)C1)F)O)F)[Si](C(C)C)(C(C)C)C(C)C